6-(3,4-difluoro-benzoyl)-4,4-dimethyl-5,6-dihydro-4H-thieno[2,3-d]azepin-8-carboxylic acid ethyl ester C(C)OC(=O)C1=CN(CC(C2=C1SC=C2)(C)C)C(C2=CC(=C(C=C2)F)F)=O